C1(CCC1)C1=CNC2=NC=CC(=C21)OC2=C(C=C(C=C2F)NC(=O)NCC2(COC2)F)F N-{4-[(3-cyclobutyl-1H-pyrrolo[2,3-b]pyridin-4-yl)oxy]-3,5-difluorophenyl}-N'-[(3-fluorooxetan-3-yl)methyl]urea